4-[(2S,6R)-2-[[6-[(3S)-3-amino-3-methyl-pyrrolidin-1-yl]spiro[1H-isobenzofuran-3,3'-azetidine]-1'-yl]methyl]-6-methyl-morpholin-4-yl]-3-fluoro-pyrazolo[1,5-a]pyridine-7-carbonitrile N[C@@]1(CN(CC1)C1=CC=C2C(=C1)COC21CN(C1)C[C@H]1CN(C[C@H](O1)C)C=1C=2N(C(=CC1)C#N)N=CC2F)C